N-Methyl-diazepane tert-butyl-4-[3-[2-(5-methoxy-3-methyl-indol-1-yl)propanoylamino]-4-methyl-phenyl]piperazine-1-carboxylate C(C)(C)(C)OC(=O)N1CCN(CC1)C1=CC(=C(C=C1)C)NC(C(C)N1C=C(C2=CC(=CC=C12)OC)C)=O.CN1NCCCCC1